(S)-4-((1-((2-Cyanophenyl)sulfonyl)-3-(((2-hydroxypropyl)amino)methyl)azetidin-3-yl)methoxy)-2-fluorobenzonitrile C(#N)C1=C(C=CC=C1)S(=O)(=O)N1CC(C1)(CNC[C@H](C)O)COC1=CC(=C(C#N)C=C1)F